3-((2-(isoindolin-2-yl)-2-oxoethyl)amino)adamantan-1-yl benzhydrylcarbamate C(C1=CC=CC=C1)(C1=CC=CC=C1)NC(OC12CC3(CC(CC(C1)C3)C2)NCC(=O)N2CC3=CC=CC=C3C2)=O